(Z)-methyl 4-((6-((2,6-difluorobenzyl)sulfonyl)-3-oxo-3,4-dihydro-2H-benzo[b][1,4]thiazin-2-ylidene)methyl)benzoate FC1=C(CS(=O)(=O)C2=CC3=C(S\C(\C(N3)=O)=C/C3=CC=C(C(=O)OC)C=C3)C=C2)C(=CC=C1)F